COC[C@H](C)ON1CCCC1 {[(2S)-1-methoxypropan-2-yl]oxy}pyrrolidin